5-[[5-bromo-4-(2-isopropylsulfonylanilino)pyrimidin-2-yl]amino]-1,3,3-trimethyl-indolin-2-one BrC=1C(=NC(=NC1)NC=1C=C2C(C(N(C2=CC1)C)=O)(C)C)NC1=C(C=CC=C1)S(=O)(=O)C(C)C